O[C@H]1[C@@H](OC([C@H]1O)(CO)CO)N1C=2N=C(NC(C2N=C1)=O)NC(C(C)C)=O N-[9-[(2R,3R,4S)-3,4-dihydroxy-5,5-bis(hydroxymethyl)tetrahydrofuran-2-yl]-6-oxo-1H-purin-2-yl]-2-methyl-propanamide